ClCC1=NN=C(N1COCC[Si](C)(C)C)C1=C(C=CC=C1)F 3-(chloromethyl)-5-(2-fluorophenyl)-4-((2-(trimethylsilyl)ethoxy)methyl)-4H-1,2,4-triazole